S1C(=NC2=C1C=CC=C2)C=2C(OC1=CC(=C(C=C1C2C2=C(C(=O)O)C=CC=C2)C)NCC)=O 2-[3-(benzothiazol-2-yl)-7-(ethylamino)-6-methyl-2-oxo-2H-chromen-4-yl]benzoic acid